2-Ethylhexylglycidylether C(C)C(COCC1CO1)CCCC